8Z,11Z,13E,15E-pentaenoic acid C(C=CCC)(=O)O